BrC1=NN(C(C=C1)=C=O)CC(=O)N(C)C 2-(3-bromo-6-carbonyl-pyridazin-1(6H)-yl)-N,N-dimethylacetamide